N1=CC(=C2N1C=CN=C2)CO pyrazolo[1,5-a]pyrazin-3-ylmethanol